NC=1C(=C(C(=O)NC2=C(C=C(C=C2C(F)(F)F)C(C(F)(F)F)(C(F)(F)F)F)Br)C=CC1)F 3-amino-N-[2-bromo-4-[1,1,1,2,3,3,3-heptafluoropropan-2-yl]-6-(trifluoromethyl)phenyl]-2-fluorobenzamide